(R)-N-((S)-1-(((S)-1-amino-3-(1H-indol-3-yl)-1-oxopropan-2-yl)amino)-1-oxo-3-phenylpropane-2-yl)-2-((S)-2-amino-3-phenylpropionamido)-5-guanidino-pentanamide NC([C@H](CC1=CNC2=CC=CC=C12)NC([C@H](CC1=CC=CC=C1)NC([C@@H](CCCNC(=N)N)NC([C@H](CC1=CC=CC=C1)N)=O)=O)=O)=O